(R-amino)glycine NNCC(=O)O